butyl isononyl isophthalate C(C1=CC(C(=O)OCCCCCCC(C)C)=CC=C1)(=O)OCCCC